OC1=C(C=CC(=C1)C(F)(F)F)C1=NN=C(C2=CC=CC=C12)N[C@H]1CN(CCC1)CC(=O)O 2-[(3R)-3-[[4-[2-hydroxy-4-(trifluoromethyl)phenyl]phthalazin-1-yl]amino]-1-piperidinyl]acetic acid